IC=1C=CC=2N(C3=CC=CC=C3C2C1)C1=CC=C(C=C1)OCCOCCOCC 3-iodo-9-(4-(2-(2-ethoxyethoxy)ethoxy)phenyl)-9H-carbazole